(R)-2-((4-(5-((2-(1-methyl-1H-pyrazol-4-yl)pyrimidin-5-yl)ethynyl)pyrimidin-2-yl)-1-(1,3,5-triazin-2-yl)piperazin-2-yl)methoxy)ethyl 4-methylbenzenesulfonate CC1=CC=C(C=C1)S(=O)(=O)OCCOC[C@@H]1N(CCN(C1)C1=NC=C(C=N1)C#CC=1C=NC(=NC1)C=1C=NN(C1)C)C1=NC=NC=N1